FC1=C2C=CNC2=CC(=C1OC=1C=CC2=C(C=3N(CC(O2)CO)N=C(N3)C(C)C=3C(=C(C=CC3)CCC(=O)O)F)C1)F 3-[3-[1-[10-[(4,6-difluoro-1H-indol-5-yl)oxy]-6-(hydroxymethyl)-5,6-dihydro-[1,2,4]triazolo[1,5-d][1,4]benzoxazepin-2-yl]ethyl]-2-fluoro-phenyl]propanoic acid